(1S,3S,4R)-2-benzyl-2-azabicyclo[2.2.1]Heptane-3-carboxylic acid C(C1=CC=CC=C1)N1[C@H]2CC[C@@H]([C@H]1C(=O)O)C2